3-hydroxyazetidine-1-carboxylic acid 2-methylpropan-2-yl ester CC(C)(C)OC(=O)N1CC(C1)O